CN1N=CC2=CC(=CC=C12)S(=O)(=O)C1=CC=C(C=C1)CNC(=O)C=1C=NC=2N(C1)C=CN2 N-{[4-(1-methyl-1H-indazole-5-sulfonyl)phenyl]methyl}imidazo[1,2-a]pyrimidine-6-carboxamide